Tert-butyl (3S)-3-[4-(3-cyano-4-sulfanyl-pyrazolo[1,5-a]pyridin-6-yl)pyrazol-1-yl]piperidine-1-carboxylate C(#N)C=1C=NN2C1C(=CC(=C2)C=2C=NN(C2)[C@@H]2CN(CCC2)C(=O)OC(C)(C)C)S